4-(3-methoxy-4-nitrophenoxy)adamantane-1-carboxylic acid methyl ester COC(=O)C12CC3C(C(CC(C1)C3)C2)OC2=CC(=C(C=C2)[N+](=O)[O-])OC